8-chloro-6-fluoro-7-(8-methyl-2,3-dihydro-1H-pyrido[2,3-b][1,4]oxazin-7-yl)-N~2~-{4-[(methylsulfonyl)methyl]phenyl}quinazoline-2,5-diamine ClC1=C(C(=C(C=2C=NC(=NC12)NC1=CC=C(C=C1)CS(=O)(=O)C)N)F)C1=C(C2=C(OCCN2)N=C1)C